(7-chloro-5-ethyl-5H-pyrrolo[3,2-c]pyridazin-3-yl)pyrimidine-2,4(1H,3H)-dione ClC1=CN(C2=C1N=NC(=C2)N2C(NC(C=C2)=O)=O)CC